3-(2-(2,4-dichlorophenyl)-5-isopropyloxazol-4-yl)-1-(4-(2-hydroxyethoxy)-3-methylphenyl)-2-methylpropan-1-one ClC1=C(C=CC(=C1)Cl)C=1OC(=C(N1)CC(C(=O)C1=CC(=C(C=C1)OCCO)C)C)C(C)C